N1(C=NC=C1)C(=O)OCC(CCCCCCCC)CCCCCC 2-hexyldecyl 1H-imidazole-1-carboxylate